7-chloro-8-fluoro-2-(((2R,7aS)-2-fluorotetrahydro-1H-pyrrolizin-7a(5H)-yl)methoxy)-4-(1-(methoxymethyl)-3-azabicyclo[3.2.1]octan-3-yl)pyrido[4,3-d]pyrimidine ClC1=C(C=2N=C(N=C(C2C=N1)N1CC2(CCC(C1)C2)COC)OC[C@]21CCCN1C[C@@H](C2)F)F